3-(4-(imidazo[1,5-a]pyridin-5-yl)piperazin-1-yl)-2-nitroaniline C=1N=CN2C1C=CC=C2N2CCN(CC2)C=2C(=C(N)C=CC2)[N+](=O)[O-]